1-cysteinyl-d-vinylglycine N([C@@H](CS)C(=O)C(=C)NCC(=O)O)[2H]